FC1=C(C=CC(=C1)F)C1=NN=C(S1)NC(=O)C=1C(N(C2=CC=CC=C2C1O)CC)=O N-(5-(2,4-difluorophenyl)-1,3,4-thiadiazol-2-yl)-1-ethyl-4-hydroxy-2-quinolone-3-carboxamide